O1C=NC2=C1C=CC(=C2)C=2C=C1CC[C@@H](C1=CC2)N2CCC(CC2)C(=O)O (S)-1-(5-(benzo[d]oxazol-5-yl)-2,3-dihydro-1H-inden-1-yl)piperidine-4-carboxylic acid